C(C1=CC=CC=C1)OC1=CC(=C(C(=O)OC2=C(C(=C(C(=O)OCOC)C(=C2C)C)C)C#N)C(=C1)C)OC methoxymethyl 4-((4-(benzyloxy)-2-methoxy-6-methylbenzoyl)oxy)-3-cyano-2,5,6-trimethylbenzoate